(S)-5-(1-(2-(1-amino-1,3-dihydro-spiro[indene-2,4'-piperidin]-1'-yl)-4-oxo-4,7-dihydro-3H-pyrrolo[2,3-d]pyrimidin-5-yl)vinyl)nicotinonitrile N[C@@H]1C2=CC=CC=C2CC12CCN(CC2)C=2NC(C1=C(N2)NC=C1C(=C)C=1C=NC=C(C#N)C1)=O